CN1CCC(CC1)CNC1=C(C=C(C=C1)S(=O)(=O)N)[N+](=O)[O-] 4-[[(1-Methyl-4-piperidinyl)methyl]amino]-3-nitrobenzenesulfonamide